(±)-tert-Butyl (1-(2-((methylsulfinyl)methyl)-4-nitrophenyl)cyclopropyl)carbamate C[S@@](=O)CC1=C(C=CC(=C1)[N+](=O)[O-])C1(CC1)NC(OC(C)(C)C)=O |r|